tert-butyl 2-[7-(1-methyl-1H-pyrazol-5-yl)-5-[(3R)-3-methyl morpholin-4-yl] pyrazolo[1,5-a]pyrimidin-3-yl]-1H-pyrrole-1-carboxylate CN1N=CC=C1C1=CC(=NC=2N1N=CC2C=2N(C=CC2)C(=O)OC(C)(C)C)N2[C@@H](COCC2)C